8-bromo-6-methyl-2-(pyrrolidin-1-yl)quinoline-4-carbonitrile BrC=1C=C(C=C2C(=CC(=NC12)N1CCCC1)C#N)C